NCCOCCN 2-aminoethylether